S(=O)(=O)(O)OS(=O)(=O)O.NC1CCC(CC1)CC1CCC(CC1)N bis(para-aminocyclohexyl)methane disulfate